COC=1C=C(C=CC1)C=1C=C(C=C2NC(C(=NC12)C)=O)C(=O)OC methyl 8-(3-methoxyphenyl)-2-methyl-3-oxo-3,4-dihydroquinoxaline-6-carboxylate